dipropylene glycol monocaprylate C(CCCCCCC)(=O)O.CC(COC(C)CO)O